Cl.Cl.N1(CCOCC1)C1=C2CCNC2=CC=C1 4-(morpholin-4-yl)-2,3-dihydro-1H-indole dihydrochloride